Cl.N[C@@H](COC1=CC2=C(N=C(O2)C)C=C1C(=O)OC)CC1=CC=CC=C1 Methyl (R)-6-(2-amino-3-phenylpropoxy)-2-methylbenzo[d]oxazole-5-carboxylate hydrochloride